FC=1C=NC(=NC1)NC(CN1C(C2=CC=C(C=C2C2(CC2)C1)I)=O)=O N-(5-fluoropyrimidin-2-yl)-2-(6-iodo-1-oxospiro[3H-isoquinoline-4,1'-cyclopropan]-2-yl)acetamide